(S)-3-((3-(5-(1-Amino-1,3-dihydrospiro[indene-2,4'-piperidin]-1'-yl)-6-(hydroxymethyl)pyrazin-2-yl)prop-2-yn-1-yl)oxy)benzamide N[C@@H]1C2=CC=CC=C2CC12CCN(CC2)C=2N=CC(=NC2CO)C#CCOC=2C=C(C(=O)N)C=CC2